5-(4-((2-ethyl-5-methyl-3-oxo-4H-quinoxalin-6-yl)methyl)piperazin-1-yl)-6-fluoro-N-(methyl-d3)pyridine-2-carboxamide C(C)C1=NC2=CC=C(C(=C2NC1=O)C)CN1CCN(CC1)C=1C=CC(=NC1F)C(=O)NC([2H])([2H])[2H]